(S)-1-(4-(3-Isopropyl-2-(8-methoxy-[1,2,4]triazolo[1,5-a]pyridin-6-yl)-1H-indol-5-yl)cyclohexyl)pyrrolidin-2-carboxamid C(C)(C)C1=C(NC2=CC=C(C=C12)C1CCC(CC1)N1[C@@H](CCC1)C(=O)N)C=1C=C(C=2N(C1)N=CN2)OC